2-methylnaphthalene CC1=CC2=CC=CC=C2C=C1